N-butyl-N-phenyl-acetamide C(CCC)N(C(C)=O)C1=CC=CC=C1